C\C(=C/COC(CC)=O)\CCC=C(C)C Propionic acid (E)-3,7-dimethyl-2,6-octadienyl ester